C(C1=CC=CC=C1)C1CCN(CC1)CC=1NC(=NN1)N1C=CC2=CC(=C(C=C12)OC)OC (5-((4-Benzylpiperidin-1-yl)methyl)-4H-1,2,4-triazol-3-yl)-5,6-dimethoxy-1H-indole